(4Z)-4,8-dimethyl-4,9-decadienal C/C(/CCC=O)=C/CCC(C=C)C